3-(9H-carbazol-9-yl)-5-methyl-[1,1'-biphenyl] methyl-4-(4-amino-6-(2-((tert-butyldimethylsilyl)ethynyl)-4-methylpyrimidin-5-yl)-7-methyl-7H-pyrrolo[2,3-d]pyrimidin-5-yl)benzoate COC(C1=CC=C(C=C1)C1=C(N(C=2N=CN=C(C21)N)C)C=2C(=NC(=NC2)C#C[Si](C)(C)C(C)(C)C)C)=O.C2=CC=CC=1C3=CC=CC=C3N(C21)C=2C=C(C=C(C2)C)C2=CC=CC=C2